COC(C1=NC(=C(C(=C1)OC)N)NC[C@H]1OCC1)=O (S)-5-amino-4-methoxy-6-((oxetane-2-ylmethyl)amino)picolinic acid methyl ester